(2'R,4R,4'R)-1,2',3-triphenyl-1'-tosyl-4'-vinyl-1',4'-dihydro-2'H-spiro[pyrazole-4,3'-quinoline]-5(1H)-one C1(=CC=CC=C1)N1N=C([C@@]2([C@H](N(C3=CC=CC=C3[C@H]2C=C)S(=O)(=O)C2=CC=C(C)C=C2)C2=CC=CC=C2)C1=O)C1=CC=CC=C1